4-(1-(5-((dimethylamino)methyl)pyrimidin-2-yl)piperidin-4-yl)-1,6-dimethyl-1,4-dihydropyrido[2,3-b]pyrazine-2,3-dione CN(C)CC=1C=NC(=NC1)N1CCC(CC1)N1C2=C(N(C(C1=O)=O)C)C=CC(=N2)C